N-[(3R,4S)-4-fluoro-1-{(5S)-5-[5-methyl-3-(2,4,6-trifluorophenyl)pyridin-2-yl]-4,5-dihydro-1,2-oxazol-3-yl}pyrrolidin-3-yl]-1-methoxymethanesulfonamide F[C@@H]1[C@@H](CN(C1)C1=NO[C@@H](C1)C1=NC=C(C=C1C1=C(C=C(C=C1F)F)F)C)NS(=O)(=O)COC